dimethyl hydroxyethylidene bisphosphonate P(OC)(OC(CO)OP(OC)=O)=O